1,1-bis(4-cyanooxyphenyl)propane C(#N)OC1=CC=C(C=C1)C(CC)C1=CC=C(C=C1)OC#N